1-(5-(4-AMINO-7-CYCLOPROPYL-7H-PYRROLO[2,3-D]PYRIMIDIN-5-YL)IMIDAZO[1,2-A]PYRIDIN-8-YL)-3-(3-ETHYLISOXAZOL-5-YL)UREA NC=1C2=C(N=CN1)N(C=C2C2=CC=C(C=1N2C=CN1)NC(=O)NC1=CC(=NO1)CC)C1CC1